[Br-].BrCCC[N+](C)(C)C L-3-bromopropyl-trimethylammonium bromide